tert-butyl 4-(4-(4-((3-((3-aminopropyl)(methyl)amino)propyl)amino)quinolin-2-yl)phenyl)piperazine-1-carboxylate NCCCN(CCCNC1=CC(=NC2=CC=CC=C12)C1=CC=C(C=C1)N1CCN(CC1)C(=O)OC(C)(C)C)C